ClC1=NC(=C(C(=O)N2CC3CCC(CC2)N3C(=O)OCC3=CC=CC=C3)C=C1)C benzyl 3-(6-chloro-2-methyl nicotinoyl)-3,9-diazabicyclo[4.2.1]nonane-9-carboxylate